C1(CCC1)OC=1C=C(C=CC1)C=1C=C2C=CC(=CC2=CC1)C(=O)OC methyl 6-(3-cyclobutoxy-phenyl)-naphthalene-2-carboxylate